[(3S)-1-methyl-5-oxo-pyrrolidin-3-yl]-4-[3-[2-(cyclopentoxy)-3-pyridyl]-6-fluoro-pyrazolo[1,5-a]pyrimidin-5-yl]piperazine-1-carboxylate CN1C[C@H](CC1=O)OC(=O)N1CCN(CC1)C1=NC=2N(C=C1F)N=CC2C=2C(=NC=CC2)OC2CCCC2